monoiodolacetate [IH]1C(=CC=C1)CC(=O)[O-]